5-(4,4,5,5-tetramethyl-1,3,2-dioxaborolan-2-yl)-2H,3H-furo[2,3-b]pyridine CC1(OB(OC1(C)C)C=1C=C2C(=NC1)OCC2)C